(S)-4-((2-(tert-butoxy)ethyl)(4-(5,6,7,8-tetrahydro-1,8-naphthyridin-2-yl)butyl)amino)-2-(1-(2,2,2-trifluoroethyl)-1H-pyrazole-5-carboxamido)butanoic acid C(C)(C)(C)OCCN(CC[C@@H](C(=O)O)NC(=O)C1=CC=NN1CC(F)(F)F)CCCCC1=NC=2NCCCC2C=C1